2-{[2-chloro-5-cyano-3-(piperazin-1-yl)phenyl]amino}-4-(cyclopropylamino)pyrazolo[1,5-a][1,3,5]triazine-8-carbonitrile ClC1=C(C=C(C=C1N1CCNCC1)C#N)NC1=NC=2N(C(=N1)NC1CC1)N=CC2C#N